NC1=NC(=C(C=2N1N=C(N2)CN2N=NN=C2C2=CC=NC=C2)C2=NC=NC=C2)C2=C(C#N)C=CC=C2 (5-amino-2-((5-(pyridin-4-yl)-1H-tetrazol-1-yl)methyl)-8-(pyrimidin-4-yl)-[1,2,4]triazolo[1,5-c]pyrimidin-7-yl)benzonitrile